6-{[4-Methyl-1-(6-methylpyridin-3-yl)-1H-1,2,3-triazol-5-yl]methoxy}-2-(oxolane-3-yl)-1,2,3,4-tetrahydro-2,7-naphthyridine CC=1N=NN(C1COC=1C=C2CCN(CC2=CN1)C1COCC1)C=1C=NC(=CC1)C